[Cl-].C(CCCC)[N+]1=CC=C(C=C1)CC 1-pentyl-4-ethylpyridinium chloride